cyclopropanecarboxamide, fumaric acid salt C(\C=C\C(=O)O)(=O)O.C1(CC1)C(=O)N